2-(benzoylamino)-N-(2-chloro-6-methylphenyl)-1,3-selenazol-5-carboxamide C(C1=CC=CC=C1)(=O)NC=1[Se]C(=CN1)C(=O)NC1=C(C=CC=C1C)Cl